2-chloro-7-methyl-9-((tetrahydrofuran-3-yl)methyl)-7,9-dihydro-8H-purin-8-one ClC1=NC=C2N(C(N(C2=N1)CC1COCC1)=O)C